ClC(OC(=O)OC(Cl)(Cl)Cl)(Cl)Cl Trichloromethyl [(trichloromethyl)oxy]methanoate